FC1CCC(CC1)N1C(N([C@H](C1)C#N)C1=CN=CC2=CC=CC=C12)=O |r| Racemic-1-(4-fluorocyclohexyl)-3-(isoquinolin-4-yl)-2-oxoimidazoline-4-carbonitrile